CC([O-])C.CC([O-])C.C(C)OC(C)=O.[Al+2] aluminum ethylacetate di(isopropoxide)